OCCCCN(C(=O)C1=C(C2=C(S1)C=CC(=C2)C2=CN(C(C=C2)=O)C)C)CC=2OC(=CC2)C N-(4-hydroxybutyl)-3-methyl-5-(1-methyl-6-oxo-1,6-dihydropyridin-3-yl)-N-((5-methylfuran-2-yl)methyl)benzo[b]thiophene-2-carboxamide